ClC1=C(C=C(OCC(=O)N[C@@H]2CN[C@H](CC2)C=2OC(=NN2)OCCOC(F)(F)F)C=C1)F 2-(4-chloro-3-fluorophenoxy)-N-[(3s,6r)-6-{5-[2-(trifluoromethoxy)ethoxy]-1,3,4-oxadiazol-2-yl}piperidin-3-yl]acetamide